C[C@H]1CN(CCN1C(=O)C1=CNC(C=C1)=O)CCC(=O)N (S)-3-methyl-4-(6-oxo-1,6-dihydropyridine-3-carbonyl)piperazin-1-propanamide